FC=1C=C(C=C(C1)F)N1CC(CC1=O)(C(=O)NCC1=NC(=NC=C1)OC(C)C)C 1-(3,5-difluorophenyl)-N-[(2-isopropyloxypyrimidin-4-yl)methyl]-3-methyl-5-oxopyrrolidine-3-carboxamid